FC1=C(C(=CC=C1)F)NC(C(=O)N[C@H](C(=O)N[C@H](C(COC1=C(C(=CC(=C1F)F)F)F)=O)CCOC)C)=O N1-(2,6-Difluorophenyl)-N2-((S)-1-(((S)-5-methoxy-2-oxo-1-(2,3,5,6-tetrafluorophenoxy)pentan-3-yl)amino)-1-oxopropan-2-yl)oxalamide